COC1=CC=C(C(=C1)NC)N 5-methoxy-N1-methylbenzene-1,2-diamine